BrC1=NN(C(=C1)Br)C1=CC(=C(C=C1)OCCOC)Cl 3,5-dibromo-1-[3-chloro-4-(2-methoxyethoxy)phenyl]pyrazole